FC1=CC=C(C=C1)C=1N=CN(C1)CC1CN(C1)C 4-(4-fluorophenyl)-1-((1-methylazetidin-3-yl)methyl)-1H-imidazole